silicon fluorine phosphorus [P].[F].[Si]